O1COC2=NC(=CC=C21)N 2H-[1,3]dioxolo[4,5-b]pyridin-5-amine